NC=1C=C(C=C(C1)C(F)(F)F)[C@@H](C)NC=1C2=C(N=C(N1)NC(CCNC)=O)C=NC(=C2)N2CCCC2 N-(4-((R)-1-(3-amino-5-(trifluoromethyl)phenyl)ethylamino)-6-(pyrrolidin-1-yl)pyrido[3,4-d]pyrimidin-2-yl)-3-(methylamino)propanamide